O[C@H](CNC(=O)C=1C=C2CCN(CC2=CC1)C(C1=CC=C(C=C1)OC)=O)[C@H]1N(CC2=CC(=CC=C2C1)OCOC)C(=O)OC(C)(C)C (S)-tert-butyl 3-((R)-1-hydroxy-2-(2-(4-methoxybenzoyl)-1,2,3,4-tetrahydroisoquinoline-6-carboxamido)ethyl)-7-(methoxymethoxy)-3,4-dihydroisoquinoline-2(1H)-carboxylate